ClC=1C(=C2C=NNC2=CC1F)OC1=NC=CC2=C1N=C(N=C2N2CCN(CC2)C(C=C)=O)O[C@@H]2COC[C@H]2N(C)C [4-(8-[(5-chloro-6-fluoro-1H-indazol-4-yl)oxy]-2-{[(3S,4R)-4-(dimethylamino)oxolan-3-yl]oxy}pyrido[3,4-d]pyrimidin-4-yl)piperazin-1-yl]prop-2-en-1-one